N-(1-cyanocyclopropyl)-1-(dibenzo[b,d]furan-2-sulfonylamino)cyclohexane-1-carboxamide C(#N)C1(CC1)NC(=O)C1(CCCCC1)NS(=O)(=O)C1=CC2=C(OC3=C2C=CC=C3)C=C1